NC1=NC=NC=2N(C3=CC=C(C=C3C21)C(N)=O)CC(=O)OCC ethyl 2-(4-amino-6-carbamoyl-9H-pyrimido[4,5-b]indol-9-yl)acetate